N-methoxy-N-methylpicolinamide CON(C(C1=NC=CC=C1)=O)C